(quinazolin-4-yl)propanehydrazide N1=CN=C(C2=CC=CC=C12)C(C(=O)NN)C